ClC1=NC=C(C(=N1)NC1CCCC1)C(C)=O 2-chloro-4-cyclopentylamino-5-acetyl-pyrimidine